2-(tert-butoxycarbonylamino)-4-[2-methoxyethyl-[1-methyl-4-(5,6,7,8-tetrahydro-1,8-naphthyridin-2-yl)butyl]amino]butanoic acid C(C)(C)(C)OC(=O)NC(C(=O)O)CCN(C(CCCC1=NC=2NCCCC2C=C1)C)CCOC